1-(7-(indoline-1-carbonyl)naphthalen-2-yl)dihydropyrimidine-2,4(1H,3H)-dione N1(CCC2=CC=CC=C12)C(=O)C1=CC=C2C=CC(=CC2=C1)N1C(NC(CC1)=O)=O